methyl 4-cyclopropyl-3-(N-(5-(5-methylisoxazol-4-yl)-2-(pyrrol-1-yl)phenyl)sulfamoyl)benzoate C1(CC1)C1=C(C=C(C(=O)OC)C=C1)S(NC1=C(C=CC(=C1)C=1C=NOC1C)N1C=CC=C1)(=O)=O